C(C)(C)(C)OC(=O)N1CCN(CC1)CC1=CC(=C(C=C1)N)NCC(CCCOC1=C(C=NN1C)C1=NC(=CC(=C1)C(=O)OC)C)C 4-(4-amino-3-((5-((4-(4-(methoxycarbonyl)-6-methylpyridin-2-yl)-1-methyl-1H-pyrazol-5-yl)oxyl)-2-methylpentyl)amino)benzyl)piperazine-1-carboxylic acid tert-butyl ester